3-(carbonylmethoxy)propyl-dimethylmethoxysilane C(=O)=COCCC[Si](OC)(C)C